6-(6-(difluoromethyl)imidazo[1,2-a]pyridin-3-yl)-N-(4,4-dimethylpiperidin-3-yl)pyridin-2-amine FC(C=1C=CC=2N(C1)C(=CN2)C2=CC=CC(=N2)NC2CNCCC2(C)C)F